(S)-1-(3-(4-amino-7-chloro-3-((3,5-dimethoxyphenyl)ethynyl)-1H-pyrazolo[4,3-c]pyridin-1-yl)pyrrolidin-1-yl)but-2-yn-1-one NC1=NC=C(C2=C1C(=NN2[C@@H]2CN(CC2)C(C#CC)=O)C#CC2=CC(=CC(=C2)OC)OC)Cl